BrC1=CC=CC=2C(CCOC21)O[Si](C)(C)C(C)(C)C [(8-bromo-3,4-dihydro-2H-1-benzopyran-4-yl)oxy](tert-butyl)dimethylsilane